4-((S)-2-Azido-1-methoxypropan-2-yl)-6-chloro-1-(cis-3-(methylsulfonyl)cyclobutoxy)-2,7-naphthyridine N(=[N+]=[N-])[C@@](COC)(C)C1=CN=C(C2=CN=C(C=C12)Cl)O[C@@H]1C[C@@H](C1)S(=O)(=O)C